C[C@H]1N2N=CC(C3=NN(C=4C=CC(OCCOCCOC1)=CC34)C3OCCCC3)=C2 (6R)-6-methyl-19-(oxan-2-yl)-8,11,14-trioxa-4,5,19,20-tetraazatetracyclo[13.5.2.12,5.018,21]tricosa-1(20),2(23),3,15(22),16,18(21)-hexaene